COCC1=C(N=CC=2NC3=CC=CC(=C3C21)OCC2COC2)C(=O)NC 4-(methoxymethyl)-N-methyl-5-(oxetan-3-ylmethoxy)-9H-pyrido[3,4-b]indole-3-carboxamide